CIS-tert-butyl-3-((5-(2-aminopyrazolo[1,5-a]pyridin-5-yl)-1-methyl-1H-pyrazol-4-yl)methoxy)-4-methylpyrrolidine-1-carboxylate C(C)(C)(C)OC(=O)N1C[C@H]([C@H](C1)C)OCC=1C=NN(C1C1=CC=2N(C=C1)N=C(C2)N)C